CN(C(CCC1=CN=C(S1)N1C(N(C2=C1C=C(C=C2)S(NC2(CC2)C)(=O)=O)C)=O)=O)C N,N-Dimethyl-3-[2-[3-methyl-6-[(1-methylcyclopropyl)sulfamoyl]-2-oxo-benzimidazol-1-yl]thiazol-5-yl]propanamide